2-methanesulfonylaniline CS(=O)(=O)C1=C(N)C=CC=C1